C(C)(C)(C)OC(CN1CCN(CCN(CCNCC1)CC(OC(C)(C)C)=O)[C@@H](C(=O)OC)CCC(=O)OC)=O Dimethyl (R)-2-(4,10-bis(2-(tert-butoxy)-2-oxoethyl)-1,4,7,10-tetraazacyclododecan-1-yl)pentanedioate